BrC1=CC(=C(C(=N1)OC)N)N 6-bromo-2-methoxypyridine-3,4-diamine